5-[2-(3-Cyclopentanesulfonyl-phenylamino)-5-methyl-pyrimidin-4-ylamino]-3H-benzooxazol-2-one C1(CCCC1)S(=O)(=O)C=1C=C(C=CC1)NC1=NC=C(C(=N1)NC=1C=CC2=C(NC(O2)=O)C1)C